N(=C=O)CCCCCCCCC1C(C(C1CCCCCCCC)CCCCCCCCN=C=O)CCCCCCCC 2,4-bis-(8-isocyanatooctyl)-1,3-dioctylcyclobutane